7-[5-CHLORO-2-[4-(DIFLUOROMETHYL)PYRAZOL-1-YL]-3-METHOXYPHENYL]-N-[(2,4-DIMETHOXYPHENYL)METHYL]CINNOLIN-4-AMINE ClC=1C=C(C(=C(C1)C1=CC=C2C(=CN=NC2=C1)NCC1=C(C=C(C=C1)OC)OC)N1N=CC(=C1)C(F)F)OC